N-((3R,4R)-3-fluoro-1-methylpiperidin-4-yl)-5-(imidazo[1,2-a]pyridin-6-yl)-4-methoxypyrrolo[2,1-f][1,2,4]triazin-2-amine F[C@@H]1CN(CC[C@H]1NC1=NN2C(C(=N1)OC)=C(C=C2)C=2C=CC=1N(C2)C=CN1)C